(S)-7-(8-chloronaphthalen-1-yl)-2-((1-methylpyrrolidin-2-yl)methoxy)-4-(piperazin-1-yl)-5,6,7,8-tetrahydropyrido[3,4-d]pyrimidine ClC=1C=CC=C2C=CC=C(C12)N1CC=2N=C(N=C(C2CC1)N1CCNCC1)OC[C@H]1N(CCC1)C